chromium cobalt-aluminum [Al].[Co].[Cr]